FC=1C(=C(C=CC1F)[C@@H]1[C@H](OC([C@@H]1OC)(C)C)C(=O)NC1=CC(=NC=C1)C(=O)N)OC |o1:8,9,12| rel-4-((2S,3S,4R)-3-(3,4-difluoro-2-methoxyphenyl)-4-methoxy-5,5-dimethyltetrahydrofuran-2-carboxamido)picolinamide